pentyl methacrylate (PENTYLMETHACRYLATE) C(CCCC)C=C(C(=O)O)C.C(C(=C)C)(=O)OCCCCC